alpha-Trichloromethylbenzylacetat ClC(C(C(=O)[O-])CC1=CC=CC=C1)(Cl)Cl